tert-Butyl 4-((4-(sec-butyl)phenyl)carbamoyl)piperidine-1-carboxylate C(C)(CC)C1=CC=C(C=C1)NC(=O)C1CCN(CC1)C(=O)OC(C)(C)C